6-morpholino-2-((S)-2-((S)-1-phenylethyl)pyrrolidin-1-yl)pyrimidin-4(3H)-one O1CCN(CC1)C1=CC(NC(=N1)N1[C@@H](CCC1)[C@@H](C)C1=CC=CC=C1)=O